CN1N=CC=C1C1=CC=NC=2N1N=CC2C2=NNC=C2 7-(1-Methyl-1H-pyrazol-5-yl)-3-(1H-pyrazol-3-yl)pyrazolo[1,5-a]pyrimidine